COC1=C(C(=O)NC2=NN=NN2C)C=CC(=C1)C1=NC(=CN=C1)C=1SC=C(C1)NC(CC1CCC1)=O 2-methoxy-4-(6-(4-(2-cyclobutylacetamido)thiophen-2-yl)pyrazin-2-yl)-N-(1-methyl-1H-tetrazol-5-yl)benzamide